N1(CCNCC1)C1=CC(=C(C=C1)C=1C=CC=2N(N1)C(=CC2Cl)C(=O)N)C 2-[4-(piperazine-1-yl)-methylphenyl]-5-chloro-pyrrolo[1,2-b]pyridazine-7-formamide